NC(C(C)(F)F)O amino-2,2-difluoro-1-propanol